CN(CC(=O)N1CCOCC1)C1=CC=NC2=CC=C(N=C12)C=1C(=NNC1)C1=NC(=CC=C1)C 2-[methyl-[6-[3-(6-methyl-2-pyridyl)-1H-pyrazol-4-yl]-1,5-naphthyridin-4-yl]amino]-1-morpholino-ethanone